CC1=CC=CC(=N1)C=1C(=C2N(N1)CCC2)C(=O)O 2-(6-methylpyridin-2-yl)-5,6-dihydro-4H-pyrrolo[1,2-b]pyrazole-3-carboxylic acid